O=C1NC(CCC1N1CC2=CC=CC(=C2C1)O)=O 2-(2,6-dioxopiperidin-3-yl)-4-hydroxyisoindoline